[4-[4-[5-[1-[2-(methoxymethyl)phenyl] ethoxycarbonylamino]-1-methyl-triazol-4-yl]-1-piperidyl]phenyl] cyclopropanecarboxylate C1(CC1)C(=O)OC1=CC=C(C=C1)N1CCC(CC1)C=1N=NN(C1NC(=O)OC(C)C1=C(C=CC=C1)COC)C